C1(=CC=CC=C1)C=1N(C2=CC=CC=C2C1)S(=O)(=O)C 2-phenyl-1-(methylsulfonyl)-1H-indole